7-chloro-3-iodoimidazo[1,2-a]pyridine ClC1=CC=2N(C=C1)C(=CN2)I